C1(=CC=CC=C1)P(C1=C(C(=CC=C1)C)C1=C(C=CC=C1C)P(C1=CC=CC=C1)C1=CC=CC=C1)C1=CC=CC=C1 2,2'-bis(diphenylphosphino)-6,6'-dimethyl-1,1'-biphenyl